C(CCCCCCC)(=O)[O-].[Bi+3].C(CCCCCCC)(=O)[O-].C(CCCCCCC)(=O)[O-] bismuth octanate